C(C)(C)(C)OC(=O)N1CC(CCC1)CCOC1=CC(=C(C=C1)C)CNC([C@H](C)NC(CCC(=O)OC(C)(C)C)=O)=O 3-(2-(3-(((S)-2-(4-(tert-butoxy)-4-oxobutanoylamino)propanamido)methyl)-4-methylphenoxy)ethyl)piperidine-1-carboxylic acid tert-butyl ester